C(CCC)C1CN(C(OC12CCN(CC2)C2(CCN(CC2)C(=O)C=2C(=NC=NC2C)C)C)=O)CC2=CC=C(C=C2)F 5-Butyl-9-[1-(4,6-dimethyl-pyrimidine-5-carbonyl)-4-methyl-piperidin-4-yl]-3-(4-fluoro-benzyl)-1-oxa-3,9-diaza-spiro[5.5]undecan-2-one